C(C)(C)(C)C1=CC(=NN1C[C@@H]1CN(CCO1)C)NC1=NC=2C(=CC(=NC2)OC2=CC(=NC=C2)NC(C)=O)N1C (S)-N-(4-((2-((5-(tert-butyl)-1-((4-methylmorpholin-2-yl)methyl)-1H-pyrazol-3-yl)amino)-1-methyl-1H-imidazo[4,5-d]pyridin-6-yl)oxy)pyridin-2-yl)acetamide